ClC=1C=C2C(=CNC2=CC1)NC(=O)NC1=CC=C(C=C1)C1CCCCC1 1-(5-Chloro-1H-indol-3-yl)-3-(4-cyclohexylphenyl)urea